methyl 2-(3-chloro-4-(6-((4-chloro-2-fluorobenzyl) oxy) pyridin-2-yl) benzyl)-1-((4-propyl-4H-1,2,4-triazol-3-yl) methyl)-1H-benzo[d]imidazole-6-carboxylate ClC=1C=C(CC2=NC3=C(N2CC2=NN=CN2CCC)C=C(C=C3)C(=O)OC)C=CC1C1=NC(=CC=C1)OCC1=C(C=C(C=C1)Cl)F